5-amino-3-(2-(4-(2-fluoro-5-(2-hydroxy-ethoxy)phenyl)piperazin-1-yl)ethyl)-8-(furan-2-yl)thiazolo[5,4-e][1,2,4]triazolo[1,5-c]pyrimidin-2(3H)-one NC1=NC2=C(C=3N1N=C(N3)C=3OC=CC3)SC(N2CCN2CCN(CC2)C2=C(C=CC(=C2)OCCO)F)=O